NC=1C=C2C(C(NC(C2=CC1)=O)C)C 6-Amino-3,4-dimethyl-3,4-dihydroisoquinolin-1(2H)-one